[2-(aminomethyl)-3,3-difluoro-allyl]-4-[2-[5-(4-methylsulfonylphenyl)-2-thienyl]ethyl]-1,2,4-triazol-3-one trifluoroacetate salt FC(C(=O)O)(F)F.NCC(CC=1N(C(NN1)=O)CCC=1SC(=CC1)C1=CC=C(C=C1)S(=O)(=O)C)=C(F)F